(R)-2-(3-(1-((6-bromo-2-methyl-8,9-dihydro-7H-cyclopenta[h]quinazolin-4-yl)amino)ethyl)-2-fluorophenyl)-2,2-difluoroethan-1-ol BrC=1C=C2C(=NC(=NC2=C2C1CCC2)C)N[C@H](C)C=2C(=C(C=CC2)C(CO)(F)F)F